4-bromo-5-methyl-benzene-1,3-diol BrC1=C(C=C(C=C1C)O)O